C(C)(C)(C)OC(=O)N1C(CCCC1)C1=NC=CC=C1C1OCCO1 (3-(1,3-Dioxolan-2-yl)pyridin-2-yl)piperidine-1-carboxylic acid tert-butyl ester